(S)-oxabutane-2-ylmethylamine O[C@@H](CC)NC